3-(2-(3-oxo-3-(4-(5-(trifluoromethyl)pyrimidin-2-yl)piperazin-1-yl)propoxy)ethyl)benzamide O=C(CCOCCC=1C=C(C(=O)N)C=CC1)N1CCN(CC1)C1=NC=C(C=N1)C(F)(F)F